tert-butyl (2-bromo-3-fluoropyridin-4-yl)carbamate BrC1=NC=CC(=C1F)NC(OC(C)(C)C)=O